O1CCN(CC1)NC1=NC(NC=C1)=O Morpholino-cytosine